N,2,2-trimethyl-N-((5-methylthiophen-2-yl)methyl)butanamide CN(C(C(CC)(C)C)=O)CC=1SC(=CC1)C